[5-(2-chloro-5-fluoro-pyrimidin-4-yl)-3,6-dihydro-2H-pyridin-1-yl]-cyclopropyl-methanone ClC1=NC=C(C(=N1)C1=CCCN(C1)C(=O)C1CC1)F